NC1=CC=C(C=N1)/C=C/C(=O)NCC=1OC2=C(C1)C=C(C=C2C(F)(F)F)C2=NC=C(C(=O)O)C=C2 (E)-6-(2-((3-(6-aminopyridin-3-yl)acrylamido)methyl)-7-(trifluoromethyl)benzofuran-5-yl)nicotinic acid